N-benzhydryl-2-[1-[(2-ethylphenyl)methyl]-5-oxopyrrolidin-2-yl]acetamide C(C1=CC=CC=C1)(C1=CC=CC=C1)NC(CC1N(C(CC1)=O)CC1=C(C=CC=C1)CC)=O